C(C)(C)(C)N\C=C/1\C(OC2=CC=CC=C2C1=O)C1=C(C=C(C(=C1)OC)OC)O (Z)-3-((tert-butylamino)methylene)-2-(2-hydroxy-4,5-dimethoxyphenyl)chroman-4-one